Cl\C(=C/[C@@H]1C([C@@H]1C(=O)OCC1=C(C(=CC(=C1CC)F)F)CC)(C)C)\C(F)(F)F 2,6-diethyl-3,5-difluorobenzyl (1R)-cis-3-[(Z)-2-chloro-3,3,3-trifluoro-1-propenyl]-2,2-dimethylcyclopropanecarboxylate